3-(((3-chloropyridin-2-yl)methyl)amino)-5-(2-fluorophenoxy)-4H-benzo[e][1,2,4]thiadiazine-7-carbonitrile 1,1-dioxide ClC=1C(=NC=CC1)CNC1=NS(C2=C(N1)C(=CC(=C2)C#N)OC2=C(C=CC=C2)F)(=O)=O